[Sn+4].S(=O)(=O)([O-])[O-].[Zn+2].S(=O)(=O)([O-])[O-].S(=O)(=O)([O-])[O-] Zinc sulfate tin